OCC1N(CCC1C)C(=O)OC(C)(C)C tert-butyl 2-(hydroxymethyl)-3-methyl-pyrrolidine-1-carboxylate